NCC#CC=1C=CC2=C(C(CO2)N2C(NC(CC2)=O)=O)C1 1-(5-(3-aminoprop-1-yn-1-yl)-2,3-dihydrobenzofuran-3-yl)dihydropyrimidine-2,4(1H,3H)-dione